6-Chloro-3-fluoro-N-methoxy-pyridine-2-sulfonamide ClC1=CC=C(C(=N1)S(=O)(=O)NOC)F